COCC1=NC(=NO1)C=1C=C2CC[C@H](C2=CC1)NC(=O)C=1C(=NN(C1)C)C (R)-N-(5-(5-(methoxymethyl)-1,2,4-oxadiazol-3-yl)-2,3-dihydro-1H-inden-1-yl)-1,3-dimethyl-1H-pyrazole-4-carboxamide